O1N=C(C2=C1C=CC=C2)C2=C(C=CC=C2)[C@H](CC2=NC(=CC=C2)C(F)(F)F)N[S@@](=O)C(C)(C)C (S)-N-{(S)-1-[2-(benzo[d]isoxazol-3-yl)phenyl]-2-(6-trifluoromethylpyridin-2-yl)ethyl}-2-methylpropane-2-sulfinamide